C(C(C)CCC[C@@H](C)[C@H]1CC[C@H]2[C@@H]3CC=C4C[C@H](CC[C@]4(C)[C@H]3CC[C@]12C)O)O Cholest-5-ene-3β,26-diol